1-[4-(azetidin-3-yl)phenyl]-3-(trifluoromethyl)-5-methyl-pyrazole N1CC(C1)C1=CC=C(C=C1)N1N=C(C=C1C)C(F)(F)F